(M)-4-[(2S,5R)-2,5-dimethyl-4-prop-2-enoyl-piperazin-1-yl]-6-fluoro-7-[2-(hydroxymethyl)phenyl]-1-(2-isopropyl-4-methyl-3-pyridyl)pyrido[2,3-d]pyrimidin-2-one C[C@@H]1N(C[C@H](N(C1)C(C=C)=O)C)C=1C2=C(N(C(N1)=O)C=1C(=NC=CC1C)C(C)C)N=C(C(=C2)F)C2=C(C=CC=C2)CO